ethyl 3-{[5-(bicyclo[2.1.1]hexan-1-yl)-2-cyanophenyl]amino}-3-oxopropanoate C12(CCC(C1)C2)C=2C=CC(=C(C2)NC(CC(=O)OCC)=O)C#N